O1COC2=C1C=CC(=C2)CC=2N=C1N(C=CC(=C1)C=1OC(=NN1)C(F)F)C2 2-(2-(benzo[d][1,3]dioxol-5-ylmethyl)imidazo[1,2-a]pyridin-7-yl)-5-(difluoromethyl)-1,3,4-oxadiazole